2-(allyloxy)phenylacetate C(C=C)OC1=C(C=CC=C1)CC(=O)[O-]